12-hydroxy-2,2-dimethyl-3,4-dihydro-2h,6h-pyrano[3,2-b]xanthen-6-one OC1=C2C(=CC=3C(C=4C=CC=CC4OC13)=O)CCC(O2)(C)C